dipotassium 1,8-naphthalenedicarboxylate C1(=CC=CC2=CC=CC(=C12)C(=O)[O-])C(=O)[O-].[K+].[K+]